C(C)(C)(C)OC(=O)N1OCC[C@H]1C1=NC=C(C=C1)C#N.Cl.O1N[C@@H](CC1)C1=CC=C(C=N1)C#N 6-[(3S)-Isoxazolidin-3-yl]pyridine-3-carbonitrile hydrochloride salt Tert-butyl-(3S)-3-(5-cyano-2-pyridyl)isoxazolidine-2-carboxylate